4-(5-(hydroxymethyl)-3-iodo-1-(tetrahydro-2H-pyran-2-yl)-1H-pyrazolo[3,4-b]pyrazine-6-yl)-N-(4-methoxyphenyl)piperazine-1-carboximidamide OCC=1N=C2C(=NC1N1CCN(CC1)C(NC1=CC=C(C=C1)OC)=N)N(N=C2I)C2OCCCC2